ClC1=C(C(=CC(=C1)Cl)O)C1=CC=C(N=N1)N1CCC2(CC(C2)NC(C)=O)CC1 N-[7-[6-(2,4-dichloro-6-hydroxy-phenyl)pyridazin-3-yl]-7-azaspiro[3.5]nonan-2-yl]acetamide